heptacosyl methacrylate C(C(=C)C)(=O)OCCCCCCCCCCCCCCCCCCCCCCCCCCC